(5-(hydroxy (tetradec-7-ylamino) methyl) furan-2-yl) methanesulfonate CS(=O)(=O)OC=1OC(=CC1)C(NC(CCCCCC)CCCCCCC)O